CC=1C2=C(SC1C(=O)N(C(C)C1=CN=CO1)CCC(=O)NC)C=CC(=C2)C2=CN(C(C=C2)=O)C 3-methyl-5-(1-methyl-6-oxo-1,6-dihydropyridin-3-yl)-N-(3-(methylamino)-3-oxopropyl)-N-(1-(oxazol-5-yl)ethyl)benzo[b]thiophene-2-carboxamide